L-glutamic acid alpha-benzyl ester C1=CC=C(C=C1)COC(=O)[C@H](CCC(=O)O)N